5-[4'-(α-D-mannopyranosyloxy)-3'-methylphenyl]-N-isopropyl-3-pyridinecarboxamide [C@H]1([C@@H](O)[C@@H](O)[C@H](O)[C@H](O1)CO)OC1=C(C=C(C=C1)C=1C=C(C=NC1)C(=O)NC(C)C)C